C(C)C1=CC=C(C=C1)C(C)(C)O 2-(4-ethylphenyl)-2-propanol